C1(=CC=C(C=C1)N1C=NC2=C1C=CC=C2)C2=CC=CC=C2 1-(biphenyl-4-yl)-benzimidazole